C(N)(O[C@H](COCCC(N1C[C@@H]2N(C3=C(OC2)C=C(C=N3)C(F)(F)F)CC1)=O)CC(C)(C)C)=O ((S)-tert-butyl 1-(3-oxo-3-((S)-3-(trifluoromethyl)-6a,7,9,10-tetrahydropyrazino[1,2-d]pyrido[3,2-b][1,4]oxazin-8(6H)-yl) propoxy) propan-2-yl) carbamate